C(#N)C1=C(OC=2C=C3C(N(C=NC3=CC2)C2CC3(C2)CCN(CC3)C(=O)OC(C)(C)C)=O)C(=CC=C1NS(=O)(=O)N1CC(C1)OC)F tert-butyl 2-[6-[2-cyano-6-fluoro-3-[(3-methoxyazetidin-1-yl)sulfonylamino]phenoxy]-4-oxo-quinazolin-3-yl]-7-azaspiro[3.5]nonane-7-carboxylate